n-eicosyl isocyanate C(CCCCCCCCCCCCCCCCCCC)N=C=O